1-[(2R,3R)-2-(2-Chloro-5-fluoro-3-methyl-phenyl)-3-(pyrazin-2-ylmethylamino)pyrrolidine-1-yl]-2-[3-cyclopropyl-5-(trifluoromethyl)pyrazol-1-yl]ethanone ClC1=C(C=C(C=C1C)F)[C@H]1N(CC[C@H]1NCC1=NC=CN=C1)C(CN1N=C(C=C1C(F)(F)F)C1CC1)=O